N-((1R,2R)-2-Acrylamidocyclopentyl)-4-oxo-5-(5-phenoxypyrazin-2-yl)-4,5-dihydro-3H-1-thia-3,5,8-triazaacenaphthylene-2-carboxamide C(C=C)(=O)N[C@H]1[C@@H](CCC1)NC(=O)C=1SC=2N=CC=C3N(C(NC1C23)=O)C2=NC=C(N=C2)OC2=CC=CC=C2